2-(3,4-dichlorophenyl)malonaldehyde ClC=1C=C(C=CC1Cl)C(C=O)C=O